benzyl (2S,4R)-4-(difluoromethoxy)-1-((3-phenoxybenzoyl)glycyl)pyrrolidine-2-carboxylate FC(O[C@@H]1C[C@H](N(C1)C(CNC(C1=CC(=CC=C1)OC1=CC=CC=C1)=O)=O)C(=O)OCC1=CC=CC=C1)F